ClC=1C=CC(=C(CNC2=C(C=CC=C2)NC(C2=CN=CC=C2)=O)C1)OCCCCCCC N-{2-[(5-chloro-2-heptyloxybenzyl)amino]phenyl}nicotinamide